C(C)N1N=C(C(=C1)NC1=NN(C2=CC(=CC(=C12)F)C(C)(C)O)C)C 2-{3-[(1-ethyl-3-methyl-1H-pyrazol-4-yl)amino]-4-fluoro-1-methyl-1H-indazol-6-yl}propan-2-ol